1-butaneamine C(CCC)N